5-[4-[(3S)-1-(3-fluoropropyl)pyrrolidin-3-yl]oxyphenyl]-1-oxo-4-[4-(trifluoromethoxy)phenyl]-2,3-dihydro-1λ4-benzothiepin-8-ol FCCCN1C[C@H](CC1)OC1=CC=C(C=C1)C1=C(CCS(C2=C1C=CC(=C2)O)=O)C2=CC=C(C=C2)OC(F)(F)F